C(C)(C)(C)OC(CC1(CCN(CC1)C1=C(C=C(C=C1)N)Cl)O)=O 2-(1-(4-amino-2-chlorophenyl)-4-hydroxypiperidin-4-yl)acetic acid tert-butyl ester